FC1=CC=C(C=C1)C=1N=C(SC1)NC1CC2(CC(C2)OC2=C(C(=O)N)C=CC=N2)C1 2-(((2S,4s,6S)-6-((4-(4-fluorophenyl)thiazol-2-yl)amino)spiro[3.3]heptan-2-yl)oxy)nicotinamide